hexadecahydro-1H-cyclopentaphenanthren-3-ol C1CC(C2C1C1CCCCC1C1CCCCC21)O